O=C1C(C(=O)[O-])C=CC=C1 oxo-benzoate